FC(OC1=C(C=CC=C1)C=1OC=2N=C3N(C(C2N1)=O)CCC3)(F)F 2-(2-(trifluoromethoxy)phenyl)-6,7-dihydrooxazolo[5,4-d]pyrrolo[1,2-a]pyrimidin-9(5H)-one